CC(CC)(C)C(C=O)=C(C)C 2-(1,1-dimethylpropyl)-3-methyl-2-butenal